FC1=CC(=C2C=C(NC2=C1)C(=O)NC)NS(=O)C 6-fluoro-N-methyl-4-(methylsulfinylamino)-1H-indole-2-carboxamide